Gold-Nickel oxid [Ni]=O.[Au]